COC=1C=C(CN(C(=O)OCCOCCOC=2C=CC=C(CN(C)C)C2)CC2=CC(=CC=C2)OC)C=CC1 5-[bis(3-methoxybenzyl)aminocarbonyloxyethoxyethoxy]dimethylbenzyl-amine